1-((1r,4r)-4-(cyanomethyl)cyclohexyl)-N-((3-hydroxyoxetan-3-yl)methyl)-1,6-dihydroimidazo[4,5-d]pyrrolo[2,3-b]pyridine-2-carboxamide C(#N)CC1CCC(CC1)N1C(=NC=2C1=C1C(=NC2)NC=C1)C(=O)NCC1(COC1)O